methylpyridinylazide CC=1C(=NC=CC1)N=[N+]=[N-]